N-((5-fluoro-2,3-dihydrobenzofuran-4-yl)methyl)-5,8-dimethyl-6H-2,3,5a,7,12,13a-hexaazabenzo[4,5]cyclopenta[7,8]cycloocta[1,2,3-cd]inden-13-amine FC=1C=CC2=C(CCO2)C1CNC1=C2C(=C3C4=C(C=C(N4CN=C3C)C)C=3N1C=NN3)C=CC=N2